2-((1r,3r)-3-aminocyclobutoxy)-6-(trifluoromethyl)benzonitrile hydrochloride Cl.NC1CC(C1)OC1=C(C#N)C(=CC=C1)C(F)(F)F